(R)-((2-((2-chloro-3-(3-chloro-2-(3-methoxy-4-((((5-oxopyrrolidin-2-yl)methyl)amino)methyl)phenyl)pyridin-4-yl)phenyl)amino)-3-fluoropyridin-4-yl)methyl)glycine ClC1=C(C=CC=C1C1=C(C(=NC=C1)C1=CC(=C(C=C1)CNC[C@@H]1NC(CC1)=O)OC)Cl)NC1=NC=CC(=C1F)CNCC(=O)O